4-(5-(3-cyano-6-ethoxypyrazolo[1,5-a]pyridin-4-yl)pyridin-2-yl)piperazin-1-ium chloride [Cl-].C(#N)C=1C=NN2C1C(=CC(=C2)OCC)C=2C=CC(=NC2)N2CC[NH2+]CC2